4-methoxyfuro[3,2-g]chromen-7-one COC1=C2C=CC(OC2=CC2=C1C=CO2)=O